[IH2+].CN1CN(C=2N(C(N(C)C(C12)=O)=O)C)C 7,9-dimethyl-theophylline iodonium salt